C(C)(C)(C)C1=CC=C(C#N)C=C1 p-tert.butylbenzonitrile